9,9',9'',9'''-(3-(benzo[d]thiazol-2-yl)-6-(2,6-diphenylpyrimidin-4-yl)benzene-1,2,4,5-tetrayl)tetrakis(9H-carbazole-3,6-dicarbonitrile) S1C(=NC2=C1C=CC=C2)C=2C(=C(C(=C(C2N2C1=CC=C(C=C1C=1C=C(C=CC21)C#N)C#N)N2C1=CC=C(C=C1C=1C=C(C=CC21)C#N)C#N)C2=NC(=NC(=C2)C2=CC=CC=C2)C2=CC=CC=C2)N2C1=CC=C(C=C1C=1C=C(C=CC21)C#N)C#N)N2C1=CC=C(C=C1C=1C=C(C=CC21)C#N)C#N